7-hydroxy-8-(3-methylcyclohex-2-en-1-yl)-2-(4-nitrophenyl)-2-(2-oxopropyl)-5-pentyl-4H-benzo[d][1,3]dioxin-4-one OC=1C=C(C2=C(OC(OC2=O)(CC(C)=O)C2=CC=C(C=C2)[N+](=O)[O-])C1C1C=C(CCC1)C)CCCCC